(Z)-3-(5-(2-((1-(2-(4-(1-(4-hydroxyphenyl)-2-phenylbut-1-en-1-yl)phenoxy)ethyl)piperidin-4-yl)oxy)ethoxy)-1-oxoisoindolin-2-yl)piperidine-2,6-dione OC1=CC=C(C=C1)/C(=C(\CC)/C1=CC=CC=C1)/C1=CC=C(OCCN2CCC(CC2)OCCOC=2C=C3CN(C(C3=CC2)=O)C2C(NC(CC2)=O)=O)C=C1